O1N=C(CC1)C=1C(=CC=CC1S(=O)(=O)C)C 3-(4,5-dihydro-3-isoxazolyl)-4-methylsulfonyl-2-methylbenzene